borotellurate B([O-])([O-])[Te-]